COC(=O)C=1C=2N(C=CC1C=1C=NN(C1C)CC13CC4CC(CC(C1)C4)C3)C(=CN2)C2=NC=C(N=C2)NC=2SC3=C(N2)C=CC=C3 7-(1-(adamantan-1-ylmethyl)-5-methyl-1H-pyrazol-4-yl)-3-(5-(benzo[d]thiazol-2-ylamino)pyrazin-2-yl)imidazo[1,2-a]pyridine-8-carboxylic acid methyl ester